O1CC(C1)C(=O)N oxaCyclobutane-3-carboxamide